ClC=1C=CC=C(NC=2C(C(N=CC2)=O)=NNC=2SC=NN2)C1Cl 5,6-dichloroanilino-3-(2-(1,3,4-thiadiazol-2-yl)hydrazono)pyridin-2-one